NC=1C2=C(N=CN1)N(C(=C2C2=CC(=C(C(=O)NC1CC(C1)F)C=C2)OC(F)F)C2=CC=C(C=C2)NC(C(=C)C)=O)C 4-(4-amino-6-(4-methacrylamidophenyl)-7-methyl-7H-pyrrolo[2,3-d]pyrimidin-5-yl)-2-(difluoromethoxy)-N-((1s,3s)-3-fluorocyclobutyl)benzamide